NCCCOC1=CC=C(C=C1)C1C(C2=NNC(C=3C=C(C=C(C23)N1)F)=O)C1=NC=NN1C 8-(4-(3-aminopropoxy)phenyl)-5-fluoro-9-(1-methyl-1H-1,2,4-triazol-5-yl)-2,7,8,9-tetrahydro-3H-pyrido[4,3,2-de]phthalazin-3-one